N'-(3-bromopropyl)-imidazole BrCCCN1C=NC=C1